1-(4-(7-phenylquinazolin-4-yl)piperazin-1-yl)prop-2-en-1-one C1(=CC=CC=C1)C1=CC=C2C(=NC=NC2=C1)N1CCN(CC1)C(C=C)=O